CC1=C(C(=O)C2=C(C3=C(S2)C=C(C=C3)F)OC3=CC=C(C=C3)/C=C/C(=O)O)C=CC(=C1)C (E)-3-(4-((2-(2,4-dimethylbenzoyl)-6-fluorobenzo[b]thiophen-3-yl)oxy)phenyl)acrylic acid